FC=1C(=CC=C2C(=NC(=NC12)OCC12CCCN2CCC1)N1C[C@H]2CC[C@@H](C1)N2C(CC2=NNC1=CC=CC=C21)=O)C2=CC(=CC1=CC=CC=C21)O 1-((1R,5S)-3-(8-fluoro-7-(3-hydroxynaphthalen-1-yl)-2-((tetrahydro-1H-pyrrolizin-7a(5H)-yl)methoxy)quinazolin-4-yl)-3,8-diazabicyclo[3.2.1]octan-8-yl)-2-(1H-indazol-3-yl)ethan-1-one